CN1CC2=CC=CC=C2C1 2-methyl-isoindoline